CN(CCS(=O)(=O)CC1=CC=C(C=C1)C=1C2=C(N=C(N1)N)CN(CC2)C2=C(C1=C(OCCN1)N=C2)C)C (4-{[2-(dimethylamino)ethanesulfonyl]methyl}phenyl)-7-{8-methyl-1H,2H,3H-pyrido[2,3-b][1,4]oxazin-7-yl}-5H,6H,7H,8H-pyrido[3,4-d]pyrimidin-2-amine